C(C)(C)(C)C(CCC(=O)[O-])(C)C(C)(C)C 4,4-di-t-butylvalerate